2-[[3-(6-methoxy-3-pyridyl)imidazo[1,2-b]pyridazin-6-yl]amino]butan-1-ol COC1=CC=C(C=N1)C1=CN=C2N1N=C(C=C2)NC(CO)CC